ClC1=CN=C2N(N=C(C(=C2)C)N2CC=3C=C(C=NC3CC2)C2CC2)C1=O 3-chloro-7-(3-cyclopropyl-7,8-dihydro-1,6-naphthyridin-6(5H)-yl)-8-methyl-4H-pyrimido[1,2-b]pyridazin-4-one